C(C)OC(CC(C1=CC(=C(C=C1)OC)F)C1(CN(C1)CCCCC1=CC=C2CCCN(C2=N1)C(=O)OC(C)(C)C)F)=O tert-Butyl 7-(4-(3-(3-ethoxy-1-(3-fluoro-4-methoxyphenyl)-3-oxopropyl)-3-fluoroazetidin-1-yl)butyl)-3,4-dihydro-1,8-naphthyridine-1(2H)-carboxylate